N1CC(C1)NC1=NC=NC2=CC=C(C=C12)C1=CC=C(S1)CNC1=C(C(=O)N[C@@H](C)C2=CC(=C(C=C2)F)F)C=CC=N1 2-({5-[4-(Azetidin-3-ylamino)-quinazolin-6-yl]-thiophen-2-ylmethyl}-amino)-N-[(S)-1-(3,4-difluoro-phenyl)-ethyl]-nicotinamide